C(C1=CC=CC=C1)OC(=O)NCCCC(C(=O)O)(C)C 5-(benzyloxycarbonylamino)-2,2-dimethyl-pentanoic acid